COC=1C(=NC=CC1)CCO 2-(3-methoxypyridin-2-yl)ethan-1-ol